FC(C=1N2C=3SC=4OCCOCC4C3C(=N[C@H](C2=NN1)C)C1=C(C=CC=C1F)F)F (7S)-3-(difluoromethyl)-9-(2,6-difluorophenyl)-7-methyl-13,16-dioxa-18-thia-2,4,5,8-tetraazatetracyclo[8.8.0.02,6.011,17]octadeca-1(10),3,5,8,11(17)-pentaene